N1(CCNCCN(CCC1)CC=1C(=C(C=C(C1)C)CNC(CO)O)O)CC=1C(=C(C=C(C1)C)CNC(CO)O)O 1,1'-{1,4,7-triazecane-1,7-diylbis[methylene(2-hydroxy-5-methyl-3,1-phenylene)methyleneazanediyl]}di(ethane-1,2-diol)